ethyl 2,5-dichloropyrimidine-4-carboxylate ClC1=NC=C(C(=N1)C(=O)OCC)Cl